ClC1=CC=C(C(=O)C2=C(C(=O)O)C=C(C=C2F)[C@@](CC)(C2CCOCC2)O)C=C1 (+)-(R)-2-(4-chlorobenzoyl)-3-fluoro-5-(1-hydroxy-1-(tetrahydro-2H-pyran-4-yl)propyl)benzoic acid